Cl.ClC1=NC(=CC=C1)NN 2-chloro-6-hydrazineylpyridine-HCl salt